1-isopropyl-4-pyrazolamine C(C)(C)N1N=CC(=C1)N